FC1([C@@H](CN(C[C@@H]1C)C1=NC(=C(C=C1C#N)F)NC1=CC2=C(N(C(N2CCC(C)(C)O)=O)C)C=C1)O)F 2-[(3R,5S)-4,4-difluoro-3-hydroxy-5-methyl-1-piperidyl]-5-fluoro-6-[[3-(3-hydroxy-3-methyl-butyl)-1-methyl-2-oxo-benzimidazol-5-yl]amino]pyridine-3-carbonitrile